CC1=C(C(=O)OC(CC2=C(C=C(C=C2)Cl)Br)C)C=C(C(=C1F)[N+](=O)[O-])OCCOC 1-(2-bromo-4-chlorophenyl)propan-2-ol methyl-3-fluoro-5-(2-methoxyethoxy)-4-nitrobenzoate